FC(S(=O)(=O)[O-])(F)F.N1[NH+]=CC=C1 1H-pyrazol-2-ium trifluoromethanesulfonate